[O-]S(=O)(=O)C(F)(F)F.N1(C=NC=C1)S(=O)(=O)N1C=[N+](C=C1)C 3-(Imidazole-1-sulfonyl)-1-methyl-3H-imidazol-1-ium triflate